C(C)N1C2=NC(=NC(=C2N=C1C(=O)N1CCC(CC1)O)N1CCOCC1)N1N=CC(=C1)C1=CC=CC=C1 (9-ethyl-6-morpholino-2-(4-phenyl-1H-pyrazol-1-yl)-9H-purin-8-yl)(4-hydroxypiperidin-1-yl)methanone